FC(CCCCN1C[C@@H]([C@H]([C@@H]([C@H](C1)O)O)O)O)COCC1=CC(=C(C(=C1)F)F)F (3S,4R,5R,6S)-1-{5-fluoro-6-[(3,4,5-trifluorobenzyl)oxy]hexyl}-3,4,5,6-azepanetetrol